NC=1C(=CC(=NC1)Cl)C1=C(C(=NN1COCC[Si](C)(C)C)C(=O)OC)[N+](=O)[O-] methyl 5-(5-amino-2-chloro-4-pyridyl)-4-nitro-1-(2-trimethylsilylethoxymethyl)pyrazole-3-carboxylate